(5S)-5-(2-Azabicyclo[2.1.1]hex-2-ylcarbonyl)-2-{[3-fluoro-2-(trifluoromethyl)pyridin-4-yl]methyl}-5,6,7,8-tetrahydro[1,2,4]triazolo[4,3-a]pyridin-3(2H)-one C12N(CC(C1)C2)C(=O)[C@@H]2CCCC=1N2C(N(N1)CC1=C(C(=NC=C1)C(F)(F)F)F)=O